(1S,3S)-3-((6-(5-((((cyclobutylmethyl)(methyl)carbamoyl)oxy)methyl)-1-methyl-1H-1,2,3-triazol-4-yl)-2-cyclopropylpyridin-3-yl)oxy)cyclohexane-1-carboxylic acid methyl ester COC(=O)[C@@H]1C[C@H](CCC1)OC=1C(=NC(=CC1)C=1N=NN(C1COC(N(C)CC1CCC1)=O)C)C1CC1